1,3-dimethylimidazole iodide salt [I-].CN1CN(C=C1)C